1-[4-(5-Hydroxy-2-pyridyl)piperazin-1-yl]-3,3-diphenyl-prop-2-en-1-one OC=1C=CC(=NC1)N1CCN(CC1)C(C=C(C1=CC=CC=C1)C1=CC=CC=C1)=O